C(C1=CC=CC=C1)N1N=NC=C1C1=CC=C(C=C1)CCN 2-(4-(1-benzyl-1H-1,2,3-triazol-5-yl)phenyl)ethan-1-amine